sphingosine linoleate C(CCCCCCC\C=C/C\C=C/CCCCC)(=O)O.OC[C@H](N)[C@H](O)\C=C\CCCCCCCCCCCCC